BrC1=NN(N=C1)C(F)F 4-bromo-2-(difluoromethyl)-2H-1,2,3-triazole